2-(8-(difluoromethyl)naphthalen-1-yl)-4,4,5,5-tetramethyl-1,3,2-dioxaborolane FC(C=1C=CC=C2C=CC=C(C12)B1OC(C(O1)(C)C)(C)C)F